C1(CCCCC1)N1C=[N+](C=C1)C1CCCCC1 1,3-dicyclohexylimidazolium